NC=1C2=C(N=CN1)C(=CC(=N2)C=2C=C(C=CC2)C#C[C@]2(C(N(CC2)C)=O)O)C2CCC2 (R)-3-((3-(4-amino-8-cyclobutylpyridino[3,2-d]pyrimidin-6-yl)phenyl)ethynyl)-3-hydroxy-1-methylpyrrolidin-2-one